NC=1C(=CC(=NC1)Cl)N[C@@H]1CC[C@H](CC1)CC#N 2-[trans-4-[(5-amino-2-chloropyridin-4-yl)amino]cyclohexyl]acetonitrile